C(C)C1=CC1 1-Ethylcyclopropen